NC=1C=C(C(=O)[O-])C=CN1 2-Amino-isonicotinate